4-(5-(2-fluoro-2-methylpropionamido)benzo[d]oxazol-2-yl)picolinic acid FC(C(=O)NC=1C=CC2=C(N=C(O2)C2=CC(=NC=C2)C(=O)O)C1)(C)C